methyl-diaminodiphenyl-methane CC1=C(C=CC=C1)C(C1=CC=CC=C1)(N)N